1-(4-bromo-2-(N,N-dimethylsulfamoyl)-6-(trifluoromethyl)phenoxy)-22-carboxy-1,10,19,24-tetraoxo-3,6,12,15-tetraoxa-9,18,23-triazahentetracontan-41-oic acid BrC1=CC(=C(OC(COCCOCCNC(COCCOCCNC(CCC(NC(CCCCCCCCCCCCCCCCC(=O)O)=O)C(=O)O)=O)=O)=O)C(=C1)C(F)(F)F)S(N(C)C)(=O)=O